CC1=C(C=C(C=C1)C1=CN(C(C2=CC=CC(=C12)NC)=O)C)NS(=O)(=O)C N-[2-Methyl-5-(2-methyl-5-methylamino-1-oxo-1,2-dihydro-isoquinolin-4-yl)-phenyl]-methanesulfonamide